BrC1=CC=C2CN(C(C2=C1)=O)[C@@H](C(=O)NC=1SC=CN1)C1=C(C=CC(=C1)F)F |r| (2RS)-2-(6-bromo-1-oxo-isoindolin-2-yl)-2-(2,5-difluorophenyl)-N-thiazol-2-yl-acetamide